O[C@H]1[C@@H](C[C@@H]([C@@H]([C@H]1O)O)OC)OC(CC(=O)OC(CC(=O)O)CCCCCCC)CCCCCCC 3-[3-[(2r,3r,4r,5r,6s)-3,4,5-trihydroxy-6-methyl-oxy-cyclohex-2-yl]oxy-decanoyloxy]decanoic acid